NC1=C(C=C(C(=O)OC)C=C1NC[C@H]1OCC1)OCCOC methyl 4-amino-3-(2-methoxyethoxy)-5-[[(2S)-oxetan-2-yl]methylamino]benzoate